tert-butyl (5S)-5-(tert-butylsulfinylamino)-3-fluoro-spiro[5,7-dihydrocyclopenta[b]pyridine-6,4'-piperidine]-1'-carboxylate C(C)(C)(C)S(=O)N[C@@H]1C=2C(=NC=C(C2)F)CC12CCN(CC2)C(=O)OC(C)(C)C